C(C)(=O)O.C=CC=CC=CCCCCCCCC tetradecatriene acetate